5-(cyclohexylmethyl)-N-(4-(5-((4-hydroxy-4-methylpentyl)oxy)-2-methylphenyl)-5-methylpyridin-2-yl)-4H-1,2,4-triazole-3-carboxamide C1(CCCCC1)CC=1NC(=NN1)C(=O)NC1=NC=C(C(=C1)C1=C(C=CC(=C1)OCCCC(C)(C)O)C)C